FC(CN1N=C(C=2C1=NC(=CN2)N2CC1(CC2)CN(CC1)C1=NC(=NC(=C1)C(F)(F)F)C)C)F 2-[1-(2,2-difluoroethyl)-3-methyl-1H-pyrazolo[3,4-b]pyrazin-6-yl]-7-[2-methyl-6-(trifluoromethyl)pyrimidin-4-yl]-2,7-diazaspiro[4.4]nonane